C1=CC=CC=2C3=CC=CC=C3N(C12)C=1C=CC=2N(C3=CC=C(C=C3C2C1)N1C2=CC=CC=C2C=2C=CC=CC12)C1=CC=CC=C1 3,6-bis[9-carbazolyl]-9-phenylcarbazole